FC=1C=C(OC=2C=CC(=NC2)NC(=O)C2=NN(C(C=C2)=O)C)C=CC1 N-[5-(3-fluorophenoxy)pyridin-2-yl]-1-methyl-6-oxo-1,6-dihydropyridazine-3-carboxamide